C(CC)C(C(=O)OC[C@]1(O[C@H](C[C@@H]1O)N1C2=NC(=NC(=C2N=C1)NC(CCCCCCCCCCCCC)=O)F)C#C)CCC ((2R,3S,5R)-2-ethynyl-5-(2-fluoro-6-tetradecan-amido-9H-purin-9-yl)-3-hydroxy-tetra-hydrofuran-2-yl)methyl 2-propyl-pentanoate